(1S,2S)-2-(5-{4'-[2-(2-hydroxy-2-methyl-propyl)-2H-tetrazol-5-yl]-2',6'-dimethyl-Biphenyl-3-ylmethoxy}-pyrazin-2-yl)-cyclopropanecarboxylic acid OC(CN1N=C(N=N1)C1=CC(=C(C(=C1)C)C1=CC(=CC=C1)COC=1N=CC(=NC1)[C@@H]1[C@H](C1)C(=O)O)C)(C)C